tetrahydrofuro[3,4-d]oxazol-2(3H)-one O1C(NC2C1COC2)=O